5-bromo-1-isopropyl-1H-Indazole-3-carbonitrile BrC=1C=C2C(=NN(C2=CC1)C(C)C)C#N